(2S)-N-((S)-7,8-Dichloro-6-(difluoromethyl)-1-methyl-2-oxo-1,2,3,4,5,6-hexahydroazepino[4,5-b]indol-10-yl)-2-hydroxypropanamide ClC1=C(C=C(C=2C3=C(N(C12)C(F)F)CCNC([C@H]3C)=O)NC([C@H](C)O)=O)Cl